CC1(COC1)OC(=O)N1CCN(CC1)C1=NC=2N(C=C1)N=CC2C=2C(=NC=CC2)OC 4-(3-(2-methoxypyridin-3-yl)pyrazolo[1,5-a]pyrimidin-5-yl)piperazine-1-carboxylic acid 3-methyloxetan-3-yl ester